4-(4-aminophenyl)piperidine-1-carboxylic acid tert-butyl ester C(C)(C)(C)OC(=O)N1CCC(CC1)C1=CC=C(C=C1)N